ClC1=CC=C2CCC(CC2=C1)N1CC2=C(CC1)N=C(N2C)C2=C(C=C(C=C2)N2N=CN=C2)Cl 5-(7-chloro-1,2,3,4-tetrahydronaphthalen-2-yl)-2-(2-chloro-4-(1H-1,2,4-triazol-1-yl)phenyl)-3-methyl-4,5,6,7-tetrahydro-3H-imidazo[4,5-c]pyridine